NC1=NN2C(N=CC=C2)=N1 amino-s-triazolo[1,5-a]pyrimidine